C(C(C)C)(=O)NC1=NC=C(C(=O)NC2=NC=3C(=C(C=CC3C=3N2CCN3)OCCCN3CCOCC3)OC)C=C1 6-(isobutyrylamino)-N-[7-methoxy-8-(3-morpholin-4-ylpropoxy)-2,3-dihydroimidazo[1,2-c]quinazolin-5-yl]nicotinamide